C1(CC1)C1=NC(=CC=C1O[C@@H]1C[C@H](CCC1)C(=O)O)C=1N=NN(C1COC(N(C)C1CC(C1)(F)F)=O)C (1S,3S)-3-((2-cyclopropyl-6-(5-((((3,3-difluorocyclobutyl)(methyl)carbamoyl)oxy)methyl)-1-methyl-1H-1,2,3-triazol-4-yl)pyridin-3-yl)oxy)cyclohexane-1-carboxylic acid